2-amino-4,5-dimethoxyphenol NC1=C(C=C(C(=C1)OC)OC)O